3-(4-(6-Bromopyrazin-2-yl)-2-methoxyphenyl)oxetan-3-ol BrC1=CN=CC(=N1)C1=CC(=C(C=C1)C1(COC1)O)OC